C1(C(C1)C1=C(N=NC(=C1)Cl)Cl)C1CC1 4-([1,1'-Bi(cyclopropane)]-2-yl)-3,6-dichloropyridazine